C(C1=CC=CC=C1)N(C1=NC(=CC=C1[N+](=O)[O-])Cl)CC1=CC=CC=C1 N,N-dibenzyl-6-chloro-3-nitropyridine-2-amine